2-iodo-5-(3-nitrophenoxy)-[1,2,4]triazolo[1,5-a]pyridine IC1=NN2C(C=CC=C2OC2=CC(=CC=C2)[N+](=O)[O-])=N1